C(\C=C/C(=O)O)(=O)O.ClC=1C=CC2=C(N(C3=C(N(C2=O)CCOCCOCCOC)C=CC=C3)CCCCNC/C=C/C(=O)OCC)C1 ethyl (E)-4-{[4-(3-chloro-10-[2-[2-(2-methoxyethoxy)ethoxy]ethyl]-11-oxo-10,11-dihydro-5H-dibenzo[b,e][1,4]diazepin-5-yl)butyl]amino}but-2-enoate maleate